N1C(=NC2=C1C=CC=C2)C=2C=C(NC1=CC=C(C=C1)C1=NC=CN=C1)C=CC2OC2CCN(CC2)C 3-(1H-benzo[d]imidazol-2-yl)-4-[(1-methyl-4-piperidyl)oxy]-N-(4-pyrazin-2-ylphenyl)aniline